(1H-pyrazol-1-yl)(thiophen-2-yl)methanone N1(N=CC=C1)C(=O)C=1SC=CC1